C(CCCCCCCCCCCCCCCCC)OC[C@@H](OC(=O)O)CO O-octadecyl-2-O-carboxyl-sn-glycerol